[1,3]dioxino[4,5-c]pyridine O1COCC=2C1=CN=CC2